S(=O)(=O)(C1=CC=C(C)C=C1)C1OCCCC1 tosyloxane